N1-(4-(5-(7-fluoroquinolin-4-yl)-1-methyl-1H-imidazol-4-yl)-3,5-dimethylbenzyl)octane-1,8-diamine FC1=CC=C2C(=CC=NC2=C1)C1=C(N=CN1C)C1=C(C=C(CNCCCCCCCCN)C=C1C)C